C(C)(C)(C)OC(=O)N1[C@H]([C@]2(CCCS(N2)(=O)=O)CCC1)COC1CCC(CC1)=O |o1:8,9| tert-butyl-rel-(6R,7R)-2,2-dioxo-7-{[(4-oxocyclohexyl)oxy]methyl}-2λ6-thia-1,8-diazaspiro[5.5]undecane-8-carboxylate